ClC1=C(/C=N/O)C=C(C=C1)CN1N=NC(=C1)C1=C(N=C2N1C=CC=C2)C2=CC=C(C=C2)Cl (E)-2-chloro-5-((4-(2-(4-chlorophenyl)imidazo[1,2-a]pyridin-3-yl)-1H-1,2,3-triazol-1-yl)methyl)benzaldehyd oxim